C(CC)OC(C(C(=O)OCCC)(CCCCC)CC1=CC=CC=C1)=O benzyl-n-amyl-malonic acid dipropyl ester